ClC=1C(=CC(=C(C(=O)NS(=O)(=O)C2=CC(=CC=C2)OC)C1)F)OCC1CCCC1 5-chloro-4-(cyclopentylmethoxy)-2-fluoro-N-((3-methoxy-phenyl)sulfonyl)benzamide